ClC1=CC(=C(C(=C1)F)NC=1N(C2=NC(=NC=C2N1)N[C@H](CO)CC)C1CCC(CC1)C(=O)N)F (1R,4s)-4-(8-(4-chloro-2,6-difluorophenylamino)-2-((S)-1-hydroxybutan-2-ylamino)-9H-purin-9-yl)cyclohexanecarboxamide